4-(1-methyl-7-methylsulfanyl-2,4-dioxo-pyrimido[4,5-d]pyrimidin-3-yl)-3,4-dihydro-2H-quinoline-1-carboxylic acid tert-butyl ester C(C)(C)(C)OC(=O)N1CCC(C2=CC=CC=C12)N1C(N(C2=NC(=NC=C2C1=O)SC)C)=O